CSCCSCCC1=NC=CC=C1 2-[2-(2-methylthioethylthio)ethyl]pyridine